(9-((2R,3S,4R,5R)-4-((tert-butoxycarbonyl)oxy)-5-(((tert-butyldiphenylsilyl)oxy)methyl)-3-fluorotetrahydrofuran-2-yl)-2-chloro-9H-purin-6-yl)carbamic acid tert-butyl ester C(C)(C)(C)OC(NC1=C2N=CN(C2=NC(=N1)Cl)[C@@H]1O[C@@H]([C@H]([C@@H]1F)OC(=O)OC(C)(C)C)CO[Si](C1=CC=CC=C1)(C1=CC=CC=C1)C(C)(C)C)=O